C(N)(OC1COCOC1)=O 1,3-dioxan-5-yl carbamate